COC=1C=CC=2N(N1)N=CC2B2OC(C(O2)(C)C)(C)C 6-Methoxy-3-(4,4,5,5-tetramethyl-1,3,2-dioxaborolan-2-yl)pyrazolo[1,5-b]pyridazine